(s)-2-(4-methoxyphenyl)-5-(1-(4-(trifluoromethoxy)benzyl)piperidin-3-yl)-2,4-dihydro-3H-1,2,4-triazol-3-one COC1=CC=C(C=C1)N1N=C(NC1=O)[C@@H]1CN(CCC1)CC1=CC=C(C=C1)OC(F)(F)F